6-methyl-N-(3-methyltetrahydrofuran-3-yl)-5-(piperazin-1-yl)picolinamide CC1=C(C=CC(=N1)C(=O)NC1(COCC1)C)N1CCNCC1